4-((3r,4r)-4-((5,7-dimethyl-1H-indol-4-yl)methyl)-1-(2-fluoroethyl)piperidin-3-yl)benzoic acid CC=1C(=C2C=CNC2=C(C1)C)C[C@H]1[C@@H](CN(CC1)CCF)C1=CC=C(C(=O)O)C=C1